C(C)(=O)OC1CCC2C(C2CCC1I)C(=O)OCC ethyl 4-acetoxy-5-iodobicyclo[6.1.0]nonane-9-carboxylate